[rac-(5S,7S)-7-fluoro-5-phenyl-6,7-dihydro-5H-pyrrolo[1,2-b][1,2,4]triazol-2-yl]-[rac-(1R,2R)-2-(trifluoromethyl)cyclopropyl]methanone cobalt-chromium [Cr].[Co].F[C@H]1C[C@H](N2N=C(N=C21)C(=O)[C@H]2[C@@H](C2)C(F)(F)F)C2=CC=CC=C2 |r|